2,2'-Methylenebis[6-(1,1-dimethylethyl)-4-(1-methylpropyl)phenol] C(C1=C(C(=CC(=C1)C(CC)C)C(C)(C)C)O)C1=C(C(=CC(=C1)C(CC)C)C(C)(C)C)O